FC(C1CNC=2C=NC=3N(C21)N=CC3)(F)F 8-(trifluoromethyl)-7,8-dihydro-6H-pyrazolo[1,5-a]Pyrrolo[2,3-e]Pyrimidine